[N].[C].[N] nitrogen carbon nitrogen